FC(C=1C=CC(=NC1)C=1CCNCC1)(F)F 5-(trifluoromethyl)-1',2',3',6'-tetrahydro-2,4'-bipyridine